COC1=CC=C(C=C1)C1=CC=C(S1)CC=1C(=C(OC1)C(=O)N)C1=NC=CC=C1 ((5-(4-methoxyphenyl)thiophen-2-yl)methyl)-(pyridin-2-yl)furan-2-carboxamide